3-(2-(4-(4-methyl-4H-1,2,4-triazol-3-yl)piperidin-1-yl)-3-nitrophenyl)pyridine CN1C(=NN=C1)C1CCN(CC1)C1=C(C=CC=C1[N+](=O)[O-])C=1C=NC=CC1